N-methyl-6-(7-pyrazol-1-yl-1H-indazol-4-yl)-N-(2,2,6,6-tetramethyl-4-piperidyl)-pyridazin-3-amine CN(C=1N=NC(=CC1)C1=C2C=NNC2=C(C=C1)N1N=CC=C1)C1CC(NC(C1)(C)C)(C)C